NC=1C=C2C(OC(C2=CC1)=O)N(C)C 5-amino-3-(dimethylamino)isobenzofuran-1(3H)-one